1-cyclohexyl-3-methyl-5-Nitro-1H-pyrrolo[2,3-b]pyridine C1(CCCCC1)N1C=C(C=2C1=NC=C(C2)[N+](=O)[O-])C